4-Cyano-N-(4-(4-(5-cyanopyridin-2-yl)piperazin-1-yl)phenyl)benzamid C(#N)C1=CC=C(C(=O)NC2=CC=C(C=C2)N2CCN(CC2)C2=NC=C(C=C2)C#N)C=C1